di(2-hydroxylnaphthyl)methane OC1=C(C2=CC=CC=C2C=C1)CC1=C(C=CC2=CC=CC=C12)O